BrC1=NC=C(C(=N1)C1=CN=C2N1C=C(C=C2)C(C(F)(F)F)(C)O)F 2-(3-(2-bromo-5-fluoropyrimidin-4-yl)imidazo[1,2-a]pyridin-6-yl)-1,1,1-trifluoropropan-2-ol